2-(4-(1,1',5-trimethyl-6,6'-dioxo-1,1',6,6'-tetrahydro-[3,4'-bipyridin]-3'-yl)-1H-pyrazol-1-yl)benzonitrile CN1C=C(C=C(C1=O)C)C=1C(=CN(C(C1)=O)C)C=1C=NN(C1)C1=C(C#N)C=CC=C1